CC=1C(=NC=NC1C)N1CCN(CC1)C(=O)OCCCC butyl 4-(5,6-dimethylpyrimidin-4-yl)piperazine-1-carboxylate